C(C)(C)(C)OC(NCC1(CC1)CN)=O ((1-(aminomethyl)cyclopropyl)methyl)carbamic acid tert-butyl ester